CC(C(=O)OCOC1=CC(=CC(=C1[C@H]1[C@@H](CCC(=C1)C)C(=C)C)OCOC(C(C)(C)C)=O)CCCCC)(C)C (((1'R,2'R)-5'-methyl-4-pentyl-2'-(prop-1-en-2-yl)-1',2',3',4'-tetrahydro-[1,1'-biphenyl]-2,6-diyl)bis(oxy))bis(methylene) bis(2,2-dimethylpropanoate)